5-bromo-1-((2R,4S,5R)-4-hydroxy-5-(hydroxymethyl)-5-methyltetrahydrofuran-2-yl)pyrimidine-2,4(1H,3H)-dione BrC=1C(NC(N(C1)[C@@H]1O[C@]([C@H](C1)O)(C)CO)=O)=O